1-(((S)-oxetan-2-yl)methyl)-4-(trifluoromethyl)-1H-imidazole-5-carbonitrile O1[C@@H](CC1)CN1C=NC(=C1C#N)C(F)(F)F